CC(CCCCCC)C(=O)[O-] octane-2-carboxylate